C(C1=CC=CC=C1)C1CCN(CC1)CCNC(=O)C=1NC=CC1 N-(2-(4-benzylpiperidin-1-yl)ethyl)-1H-pyrrole-2-carboxamide